C1(=CC=CC=C1)C=1C(=C(C=2CC3=CC=CC=C3C2C1)N(C1=C(C(=CC=2C3=CC=CC=C3CC12)C1=CC=CC=C1)C1=CC=CC=C1)C1=C(C(=CC=2C3=CC=CC=C3CC12)C)C)C (phenyl-methylfluorenyl)(dimethylfluorenyl)(diphenylfluorenyl)amine